C(CCCCC(=O)[O-])(=O)OCCCCCCC(C)C isononyl adipate